gondoic acid anhydride C(CCCCCCCCC\C=C/CCCCCCCC)(=O)OC(CCCCCCCCC\C=C/CCCCCCCC)=O